FC1=C(C=CC=C1)NC1=CC(=NC=N1)NC1=CC2=C(C(NC23CCCCC3)=O)S1 2'-((6-((2-fluorophenyl)amino)pyrimidin-4-yl)amino)spiro[cyclohexane-1,4'-thieno[2,3-c]pyrrol]-6'(5'H)-one